N1=C(C=CC=C1)CNCC(CCNCC1=NC=CC=C1)O 1,4-bis[(pyridin-2-ylmethyl)amino]butan-2-ol